CN([C@H](C1=C(C=CC=C1)P(C1=CC=CC=C1)C1=CC=CC=C1)[C-]1C(=CC=C1)P(C1=CC=CC=C1)C1=CC=CC=C1)C.[CH-]1C=CC=C1.[Fe+2] (2R)-1-[(S)-alpha-(dimethylamino)-2-(diphenylphosphino)benzyl]-2-diphenylphosphinoferrocene